tert-butyl (2S,4R)-2-[1-[2-(4-bromophenyl)ethyl]imidazol-2-yl]-4-[tert-butyl(dimethyl)silyl]oxy-pyrrolidine-1-carboxylate BrC1=CC=C(C=C1)CCN1C(=NC=C1)[C@H]1N(C[C@@H](C1)O[Si](C)(C)C(C)(C)C)C(=O)OC(C)(C)C